tert-Butyl (R)-4-(4-(3-(benzhydryloxy)-2-hydroxy-3-oxopropoxy)benzimidamido)piperidine-1-carboxylate C(C1=CC=CC=C1)(C1=CC=CC=C1)OC([C@@H](COC1=CC=C(C(NC2CCN(CC2)C(=O)OC(C)(C)C)=N)C=C1)O)=O